C1(=CC=CC=C1)C1=C(C(=CC(=C1)C1=CC(=C(C(=C1)C)O)C1=CC=CC=C1)C)O 2,2'-diphenyl-6,6'-dimethyl-4,4'-biphenol